2-(3-(3,4-difluorophenyl)-7-hydroxy-1H-indol-1-yl)thiazole-4-carboxylic acid FC=1C=C(C=CC1F)C1=CN(C2=C(C=CC=C12)O)C=1SC=C(N1)C(=O)O